tert-butyl 2-[4-[3-[4-(4-chloro-3-methyl-phenyl)piperazin-1-yl]-3-oxo-propyl]-2,5-dioxo-imidazolidin-4-yl]acetate ClC1=C(C=C(C=C1)N1CCN(CC1)C(CCC1(NC(NC1=O)=O)CC(=O)OC(C)(C)C)=O)C